tert-butyl (7-(((S)-1-(3,5-bis((E)-3,4-dichlorobenzylidene)-4-oxopiperidin-1-yl)-1-oxo-3-phenylpropan-2-yl)amino)-7-oxoheptyl)carbamate ClC=1C=C(\C=C\2/CN(C\C(\C2=O)=C/C2=CC(=C(C=C2)Cl)Cl)C([C@H](CC2=CC=CC=C2)NC(CCCCCCNC(OC(C)(C)C)=O)=O)=O)C=CC1Cl